C(C)C=1C(=CC(=C2NC(C=3N(C12)C(=NN3)C)(C)C)F)C=3C=1N(C=CC3)N=CC1 9-Ethyl-6-fluoro-1,4,4-trimethyl-8-pyrazolo[1,5-a]pyridin-4-yl-5H-[1,2,4]triazolo[4,3-a]quinoxaline